NC=1C(=C(NC1C)\C=C\1/C(NC2=CC=C(C=C12)C(=O)NC1(COC1)C1=CC=CC=C1)=O)C (Z)-3-((4-amino-3,5-dimethyl-1H-pyrrol-2-yl)methylene)-2-oxo-N-(3-phenyloxetan-3-yl)indoline-5-carboxamide